BrC1=CC=C(COC2=C3CN(C(C3=CC=C2)=O)[C@@H]2C(NC(CC2)=O)=O)C=C1 (S)-3-(4-((4-bromobenzyl)oxy)-1-oxoisoindolin-2-yl)piperidine-2,6-dione